C1(CC1)[C@@H]1C[C@@H](CN(C1)C1=C2C=CC=NC2=C(C=C1)I)NC(OC(C)(C)C)=O tert-Butyl cis-N-[5-cyclopropyl-1-(8-iodoquinolin-5-yl)piperidin-3-yl]carbamate